N-methyl-morpholine oxide C[N+]1(CCOCC1)[O-]